C(C)C1(C(NC(NC1=O)=O)=O)C(CCC)C 5-ethyl-5-(1-methylbutyl)-barbiturate